ClC1=NC=CC(=N1)NC=1C=NC(=CC1)C1CC1 2-chloro-4-((6-cyclopropylpyridin-3-yl)amino)pyrimidine